C[C@]1(NC(CC[C@@]2([C@@H]1CCC([C@H]2\C=C\C=2C(OCC2)=O)=C)C)=O)COC(C(CC2=CC=CC=C2)N)=O ((1R,5aS,6R,9aS)-1,5a-Dimethyl-7-methylene-3-oxo-6-((e)-2-(2-oxo-2,5-dihydrofuran-3-yl)ethenyl)decahydro-1H-benzo[c]azepin-1-yl)methyl-2-amino-3-phenylpropanoate